O1C=NC=C1CS(=O)(=O)C1=CC=C(C(=O)O)C=C1 4-((oxazol-5-ylmethyl)sulfonyl)benzoic acid